C(C)OP(OCC)(=O)CCCCCCCCCCCOC1=C(C=C(C=C1)C1CCC(CC1)CCCCC)F.C(#N)C1=CC=C(C(=O)NC2(CC2)CC2CCC(CC2)C2=CC=NC3=CC=C(C=C23)F)C=C1 4-cyano-N-(1-(((1s,4s)-4-(6-fluoroquinolin-4-yl)cyclohexyl)methyl)cyclopropyl)benzamide diethyl-(11-{2-fluoro-4-[4-pentylcyclohexyl]phenoxy}undecyl)phosphonate